C(C)OC(CCCCC1=CC(=CC=C1)CN)=O 5-(3-aminomethyl-phenyl)-pentanoic acid ethyl ester